(S)-5-amino-4-(7-((4-((4-(4-cyano-2-fluorophenyl)piperazin-1-yl)methyl)benzyl)oxy)-3-oxo-1,3-dihydro-2H-indazol-2-yl)-5-oxopentanoic acid tert-butyl ester C(C)(C)(C)OC(CC[C@@H](C(=O)N)N1NC2=C(C=CC=C2C1=O)OCC1=CC=C(C=C1)CN1CCN(CC1)C1=C(C=C(C=C1)C#N)F)=O